3-((4-chloropyrrolo[2,1-f][1,2,4]triazin-6-yl)methyl)-6,6-dimethyl-3-azabicyclo[3.1.0]hexane-2,4-dione ClC1=NC=NN2C1=CC(=C2)CN2C(C1C(C1C2=O)(C)C)=O